ethyl 6-chloro-1,2,4-triazine-5-carboxylate ClC1=C(N=CN=N1)C(=O)OCC